(3-(4-methoxyphenyl)oxiran-2-yl)(phenyl)methanone Succinamate C(CCC(=O)N)(=O)O.COC1=CC=C(C=C1)C1C(O1)C(=O)C1=CC=CC=C1